tert-butyl (8-methyl-3-azabicyclo[3.2.1]octan-8-yl)carbamate CC1(C2CNCC1CC2)NC(OC(C)(C)C)=O